4-(4-Isopropylphenyl)bicyclo[2.2.2]octane-1-carbaldehyde C(C)(C)C1=CC=C(C=C1)C12CCC(CC1)(CC2)C=O